NC1=C(C2=C(S1)C(=CC=C2C=2C1=C(C=3C(=NC(=NC3C2Cl)N2CC(C2)N(C)C)NCC=2OC(=NN2)CC)COC1)F)C#N 2-Amino-4-(5-chloro-3-(3-(dimethylamino)azetidin-1-yl)-1-(((5-ethyl-1,3,4-oxadiazol-2-yl)methyl)amino)-7,9-dihydrofuro[3,4-f]quinazolin-6-yl)-7-fluorobenzo[b]thiophene-3-carbonitrile